(S)-5-(1-(2-ethoxypropyl)-2-(tetrahydro-2H-pyran-4-yl)-1H-benzo[d]imidazol-6-yl)-1,3-dimethylpyridin-2(1H)-one C(C)O[C@H](CN1C(=NC2=C1C=C(C=C2)C=2C=C(C(N(C2)C)=O)C)C2CCOCC2)C